C(C)(C)(C)OC(N[C@H](C(=O)/N=C(\C)/N(C)C)C)=O.ClC1=CC(=C2C=NNC2=C1)CC(=O)NC1=CC=C(C=C1)C#N 2-(6-chloro-1H-indazol-4-yl)-N-(4-cyanophenyl)acetamide tert-butyl-N-[(1S)-2-[(E)-1-(dimethylamino)ethylideneamino]-1-methyl-2-oxo-ethyl]carbamate